4-(2-methoxyethyl)-2-(piperidin-4-yl)-1,3-benzoxazole COCCC1=CC=CC2=C1N=C(O2)C2CCNCC2